ClC=1C(=NC(=NC1)NC1=C(C=C(C(=O)N2[C@@H](CCC2)C(=O)OC)C=C1)OC)C=1C=NN(C1)C(C)C methyl (4-((5-chloro-4-(1-isopropyl-1H-pyrazol-4-yl)pyrimidin-2-yl)amino)-3-methoxybenzoyl)-L-prolinate